S1C(=CC(=C1)C(=O)O)C(=O)O thiophene-2,4-dicarboxylic acid